methyl N-[4-methyl-5-({4-[(2S)-2-{[2-methyl-8-(trifluoromethyl)quinazolin-4-yl]amino}propyl]piperazin-1-yl} sulfonyl)-1,3-thiazol-2-yl]carbamate CC=1N=C(SC1S(=O)(=O)N1CCN(CC1)C[C@H](C)NC1=NC(=NC2=C(C=CC=C12)C(F)(F)F)C)NC(OC)=O